1-(aminomethyl)cyclobutane-1-ol hydrochloride Cl.NCC1(CCC1)O